C(C1=CC=CC=C1)OC1=CC=C(CN(C(OC(C)(C)C)=O)CCC=O)C=C1 tert-butyl (4-(benzyloxy)benzyl)(3-oxopropyl)carbamate